C(C)(C)(C)OC(=O)N1[C@](CC(=CC1)C1=NC=C(C=N1)Cl)(C(=O)O)C 2-methyl-(R)-4-(5-chloropyrimidin-2-yl)-3,6-dihydropyridine-1,2(2H)-dicarboxylic acid tert-butyl ester